N-[(3-chloro-5-fluorophenyl)methyl]-4-(1,7-diaza-7-spiro[4.4]nonyl)-5-(3,5-difluorophenyl)nicotinamide ClC=1C=C(C=C(C1)F)CNC(C1=CN=CC(=C1N1CC2(CCCN2)CC1)C1=CC(=CC(=C1)F)F)=O